FC(C1=NC2=CC(=C(C=C2C(N1)=O)O)OC)F 2-(Difluoromethyl)-6-hydroxy-7-methoxyquinazolin-4(3H)-one